diisopropyl-phosphoramidite C(C)(C)OP(OC(C)C)N